N-(4-cyano-2,3,5,6-tetrafluorophenyl)-1-methyl-2-phenyl-2λ3-cyclopropane-1-carboxamide C(#N)C1=C(C(=C(C(=C1F)F)NC(=O)C1([C](C1)C1=CC=CC=C1)C)F)F